azetidin-1-yl-[5-[4-(4-fluoropyrazolo[1,5-a]pyridin-2-yl)-1,4,6,7-tetrahydroimidazo[4,5-c]pyridin-5-yl]pyrazin-2-yl]methanone N1(CCC1)C(=O)C1=NC=C(N=C1)N1C(C2=C(CC1)NC=N2)C2=NN1C(C(=CC=C1)F)=C2